[Si](C)(C)(C(C)(C)C)OC=1C=CC(=NC1)NC(=O)N1CCN(CC1)C1=NC=C(C=C1)OC(F)(F)F N-[5-[(tert-butyldimethylsilyl)oxy]pyridin-2-yl]-4-[5-(trifluoromethoxy)pyridin-2-yl]piperazine-1-carboxamide